(-)-2-(2-ethoxy-3-pyridinyl)-N-[(2-methoxy-4-pyridinyl)methyl]-7-methyl-5-[1-methylpropyl]imidazo[1,5-b]pyridazin-4-amine C(C)OC1=NC=CC=C1C=1C=C(C=2N(N1)C(=NC2C(CC)C)C)NCC2=CC(=NC=C2)OC